(S)-N-(6-(2-ethoxypyridin-4-yl)benzo[d]thiazol-2-yl)-1-methylpiperidine-3-carboxamide C(C)OC1=NC=CC(=C1)C1=CC2=C(N=C(S2)NC(=O)[C@@H]2CN(CCC2)C)C=C1